triethylethane-1,1,2-tricarboxylate C(C)C(C(C(=O)[O-])(C(=O)[O-])CC)(C(=O)[O-])CC